ClC=1C(=CC=C2N=CC(=NC12)C=1C=NN(C1)C[C@@H]1CS(CC1)(=O)=O)OC1=CC2=C(N=C(N2)C)C=C1 (3R)-3-[[4-[8-chloro-7-[(2-methyl-3H-benzimidazol-5-yl)oxy]quinoxalin-2-yl]pyrazol-1-yl]methyl]thiolane 1,1-dioxide